S1C=NC2=C1C(=CC=C2)CCC[C@H]2C[C@@H]1N(CCN(C1)C1=NC=C(C=C1)S(=O)(=O)C)C2=O (7S,8aS)-7-(3-(benzo[d]thiazol-7-yl)propyl)-2-(5-(methylsulfonyl)pyridin-2-yl)hexahydropyrrolo[1,2-a]pyrazin-6(2H)-one